O1CCC(CC1)CN1C(C(=CC1=O)OC=1C=NC=C(C1)C(F)(F)F)=O 1-((tetrahydro-2H-pyran-4-yl)methyl)-3-((5-(trifluoromethyl)pyridin-3-yl)oxy)-1H-pyrrole-2,5-dione